(3R,4R)-N-[5-ethyl-7-(1-ethylcyclobutyl)imidazo[4,3-f][1,2,4]triazin-2-yl]-3-fluoro-1-methanesulfonylpiperidin-4-amine C(C)C=1N=C(N2N=C(N=CC21)N[C@H]2[C@@H](CN(CC2)S(=O)(=O)C)F)C2(CCC2)CC